C12(CC3CC(CC(C1)C3)C2)NCCCCCCC#CC2=C3C(N(C(=NC3=CC=C2)C)C2C(NC(CC2)=O)=O)=O 3-(5-(8-(((1s,3s)-adamantan-1-yl)amino)oct-1-yn-1-yl)-2-methyl-4-oxoquinazoline-3(4H)-yl)piperidine-2,6-dione